C(#N)N1C[C@H](CC1)C(=O)NC=1N=CN(C1)C1CCCCC1 (S)-1-cyano-N-(1-cyclohexyl-1H-imidazol-4-yl)pyrrolidine-3-carboxamide